N1=CC(=C2N1C=CC(=N2)N)N pyrazolo[1,5-A]pyrimidine-3,5-diamine